BrC1=CC=C(C=C1)C1(CC1)C 1-bromo-4-(1-methylcyclopropyl)benzene